benzoyl-hydrazinium platinum (II) [Pt+2].C(C1=CC=CC=C1)(=O)[NH2+]N